F[P-](F)(F)(F)(F)F.F[P-](F)(F)(F)(F)F.[Ru+2] Ruthenium (II) bis-(hexafluorophosphate)